3-butyramido-N-((2S)-1-oxo-3-phenyl-1-(2-(pyridin-3-yl)piperidin-1-yl)propan-2-yl)benzamide C(CCC)(=O)NC=1C=C(C(=O)N[C@H](C(N2C(CCCC2)C=2C=NC=CC2)=O)CC2=CC=CC=C2)C=CC1